C(C)(C)(C)OC(=O)NC(CS(=O)(=O)O)C=O 2-(tert-butoxycarbonylamino)-3-oxo-propane-1-sulfonic acid